(S)-(1-(2-chloro-5-toluenesulfonyl-5H-pyrrolo[3,2-d]pyrimidin-4-yl)pyrrolidin-2-yl)methanol ClC=1N=C(C2=C(N1)C=CN2S(=O)(=O)CC2=CC=CC=C2)N2[C@@H](CCC2)CO